2-[[5-(4-chloro-2-fluoro-phenyl)-3-methyl-triazol-4-yl]methyl]-5-[3-[(2-chloro-4-pyridyl)oxy]azetidin-1-yl]pyridazin-3-one ClC1=CC(=C(C=C1)C1=C(N(N=N1)C)CN1N=CC(=CC1=O)N1CC(C1)OC1=CC(=NC=C1)Cl)F